FC1=C(C=C(C=C1)B1OC(C(O1)(C)C)(C)C)[C@H](C)NS(=O)C(C)(C)C N-((S)-1-(2-fluoro-5-(4,4,5,5-tetramethyl-1,3,2-dioxaborolan-2-yl)phenyl)ethyl)-2-methylpropane-2-sulfinamide